phosphonic acid, methyl ester P(OC)([O-])=O